ClC=1C=C(C=CC1OCC1OCCCC1)NC=1C2=C(N=CN1)C=CC(=N2)O[C@@H]2CNCC2 N-[3-chloro-4-(tetrahydropyran-2-ylmethoxy)phenyl]-6-[(3S)-pyrrolidin-3-yl]oxy-pyrido[3,2-d]pyrimidin-4-amine